C(C)C=1C(=CC(=NC1)C(=O)OC)C(F)(F)F methyl 5-ethyl-4-(trifluoromethyl)picolinate